N-(5-(3,5-difluorobenzyl)-1H-indazol-3-yl)-4-(7-methyl-2,7-diazaspiro[3.5]nonan-2-yl)-2-((tetrahydro-2H-pyran-4-yl)amino)benzamide Methyl-6-amino-2,3-dihydrobenzofuran-5-carboxylate COC(=O)C=1C(=CC2=C(CCO2)C1)N.FC=1C=C(CC=2C=C3C(=NNC3=CC2)NC(C2=C(C=C(C=C2)N2CC3(C2)CCN(CC3)C)NC3CCOCC3)=O)C=C(C1)F